4-methoxy-6,7-dihydro-5H-cyclopenta[d]pyrimidine-2-thiol COC=1C2=C(N=C(N1)S)CCC2